NC1=C(C=C(C(=O)OC)C=C1)C=1N(N=C(C1N)Cl)COCC[Si](C)(C)C methyl 4-amino-3-[4-amino-5-chloro-2-(2-trimethylsilylethoxymethyl)pyrazol-3-yl]benzoate